NCC1=CC=C(C=N1)NC1=CC=C(C=C1)N1CCC(CC1)C(F)(F)F 6-(aminomethyl)-N-(4-(4-(trifluoromethyl)piperidin-1-yl)phenyl)pyridin-3-amine